OC=1C=CC2=C(OC3=C2C=CC(=C3)O)C1F 3,7-dihydroxy-4-fluorodibenzofuran